(4-(5-(2-fluoro-6-methoxyphenyl)-1H-pyrazolo[3,4-c]pyridin-3-yl)piperazin-1-yl)benzonitrile FC1=C(C(=CC=C1)OC)C=1C=C2C(=CN1)NN=C2N2CCN(CC2)C2=C(C#N)C=CC=C2